3-(benzyloxy)-3-methylbutanal oxime C(C1=CC=CC=C1)OC(CC=NO)(C)C